CC(C=CCCC)=O 3-hepten-2-one